(S)-2-((((9H-fluoren-9-yl)methoxy)carbonyl)amino)-6-(tert-butoxy)-6-oxohexanoic acid C1=CC=CC=2C3=CC=CC=C3C(C12)COC(=O)N[C@H](C(=O)O)CCCC(=O)OC(C)(C)C